N1(C2=C(OCC1)N=CC=C2)C=2C=NC=1CCN(CC1C2)C=2C(=C(C=1N(N2)C(C=CN1)=O)C)C 7-(3-(2,3-dihydro-1H-pyrido[2,3-b][1,4]oxazin-1-yl)-7,8-dihydro-1,6-naphthyridin-6(5H)-yl)-8,9-dimethyl-4H-pyrimido[1,2-b]pyridazin-4-one